hexacosyl n-pentanoate C(CCCC)(=O)OCCCCCCCCCCCCCCCCCCCCCCCCCC